N-[5-(2-cyanoethyl)-4,6-dimethoxy-pyrimidin-2-yl]-6-fluoro-1H-indole-3-sulfonic acid amide C(#N)CCC=1C(=NC(=NC1OC)NS(=O)(=O)C1=CNC2=CC(=CC=C12)F)OC